methyl 2-[(4-tert-butyl-2-fluoro-5-methoxy-phenyl) methyl]-1H-benzimidazole-5-carboxylate C(C)(C)(C)C1=CC(=C(C=C1OC)CC1=NC2=C(N1)C=CC(=C2)C(=O)OC)F